3-((3R,6S,9aS)-1-((E)-3-(1,8-naphthyridin-2-yl)acryloyl)-3,6-diisobutyl-4,7-dioxohexahydropyrazino[2,1-c][1,2,4]oxadiazin-8(1H)-yl)propanamide N1=C(C=CC2=CC=CN=C12)/C=C/C(=O)N1O[C@@H](C(N2[C@@H]1CN(C([C@@H]2CC(C)C)=O)CCC(=O)N)=O)CC(C)C